FC1=CC(=C(OC2=C(C(=O)NC3=CC(=C(C=C3)F)C=O)C=CC(=C2)C(F)(F)F)C=C1)C 2-(4-fluoro-2-methylphenoxy)-N-(4-fluoro-3-formylphenyl)-4-(trifluoromethyl)benzamide